2-(Prop-2-yn-1-yloxy)ethan-1-ol C(C#C)OCCO